difluoro-cyclooctyne FC1(C#CCCCCC1)F